NC1=C(C=CC=C1)[C@@H]1[C@H](OC2(O1)CCCCC2)CO ((2R,3R)-3-(2-aminophenyl)-1,4-dioxaspiro[4.5]dec-2-yl)methanol